C(CC)OC(C1=CC=CC=C1)=O benzoic acid propyl ester